C(C1=CC=CC=C1)N1CCN(CCN(CCC1)CC=1C(=C(C=C(C1)C)C(C(=O)N)(CO)CO)O)CC=1C(=C(C=C(C1)C)C(C(=O)N)(CO)CO)O N'-{(7-benzyl-1,4,7-triazacyclodecane-1,4-diyl)bis[methylene(2-hydroxy-5-methyl-3,1-phenylene)]}bis[3-hydroxy-2-(hydroxymethyl)propionamide]